BrC1=CC=C2C(=N1)C(=C(N2)I)CC(CO[Si](C2=CC=CC=C2)(C2=CC=CC=C2)C(C)(C)C)(C)C 5-bromo-3-[3-[(tert-butyldiphenylsilyl)oxy]-2,2-dimethylpropyl]-2-iodo-1H-pyrrolo[3,2-b]pyridine